C(#N)C1=CC=C(C=C1)[C@@H]1N(C[C@H](CC1)C)C(C(=O)OCC(F)(F)F)=O 2,2,2-trifluoroethyl 2-((2R,5S)-2-(4-cyanophenyl)-5-methylpiperidin-1-yl)-2-oxoacetate